tert-butyl (1S,5R)-6-amino-3-azabicyclo[3.1.0]hexane-3-carboxylate NC1[C@H]2CN(C[C@@H]12)C(=O)OC(C)(C)C